CC1=CC=C(O1)B(O)O 5-methyl-furan-2-boronic acid